C(C)(C)OC1=C(C#N)C=C(C=C1)COC=1C=C2CCC(C2=CC1)=O 2-Isopropoxy-5-(((1-oxo-2,3-dihydro-1H-inden-5-yl)oxy)methyl)benzonitrile